5-methylpyrrolidine-3-carboxamide CC1CC(CN1)C(=O)N